(S)-4,10-dihydroxy-5'H-spiro[dibenzo[a,h]xanthene-14,2'-furan]-5'-one OC1=CC=CC=2C1=CC=C1OC3=C4C(=CC=C3[C@]3(OC(C=C3)=O)C21)C=C(C=C4)O